C(C=C)(=O)OC(C(CBr)(C)C)(Br)Br tribromoneopentyl alcohol acrylate